C(C)(C)(C)OC(=O)N[C@H](C(=O)OC)CCC(=O)C1=C(C=CC=C1)Cl (S)-methyl 2-((tert-butoxycarbonyl) amino)-5-(2-chlorophenyl)-5-oxopentanoate